ClC1=CC(=C(C(=O)O)C=C1)OCC=C(C)C 4-chloro-2-((3-methylbut-2-en-1-yl)oxy)benzoic acid